CC=1C=C(C=CC1CN1CC=2N(CC1)N=CN2)NC2=NC=NC1=CC=C(C=C21)N2CCN(CC2)C(=O)OC(C)(C)C tert-butyl 4-{4-[(3-methyl-4-{5H,6H,8H-[1,2,4]triazolo[1,5-a]pyrazin-7-ylmethyl}phenyl)amino]quinazolin-6-yl}piperazine-1-carboxylate